(S)-(-)-1,1'-binaphthyl C1(=CC=CC2=CC=CC=C12)C1=CC=CC2=CC=CC=C12